tetracyclo[8.4.0.111,14.03,7]pentadeca-3,5,7,12,11-pentaene C12CC3=CC=CC3=CCC2C2=C=CC1C2